C1(CCCCC1)NC1=C(C=C(C=C1)S(=O)(=O)C)C=1N=NN(C1)C N-cyclohexyl-2-(1-methyl-1H-1,2,3-triazol-4-yl)-4-(methylsulfonyl)aniline